C(C(=O)[O-])(=O)[O-].[Co+2].[Mn+2].[Ni+2].C(C(=O)[O-])(=O)[O-].C(C(=O)[O-])(=O)[O-] Nickel Manganese Cobalt Oxalate